imino(methyl)(piperidin-3-ylmethyl)-lambda6-sulfanone N=S(=O)(CC1CNCCC1)C